N,N-diethyl-acetamide C(C)N(C(C)=O)CC